(S)-7-(2-(1-(bromodifluoromethyl)-1H-pyrazol-4-yl)morpholino)-5-(4-chloro-2-fluorophenyl)-2,3-dimethyl-pyrido[4,3-d]pyrimidin-4(3H)-one BrC(N1N=CC(=C1)[C@@H]1OCCN(C1)C1=CC=2N=C(N(C(C2C(=N1)C1=C(C=C(C=C1)Cl)F)=O)C)C)(F)F